3-(3-((4-ethoxy-3-(1-methyl-7-oxo-3-propyl-6,7-dihydro-1H-pyrazolo[4,3-d]pyrimidin-5-yl) phenyl)sulfonamido)azetidin-1-yl)propyl nitrate [N+](=O)(OCCCN1CC(C1)NS(=O)(=O)C1=CC(=C(C=C1)OCC)C=1NC(C2=C(N1)C(=NN2C)CCC)=O)[O-]